4-((3-bromo-2-methoxyphenyl)amino)-6-(cyclopropanecarboxamido)-N-(methyl-d3)pyridazine-3-carboxamide BrC=1C(=C(C=CC1)NC1=C(N=NC(=C1)NC(=O)C1CC1)C(=O)NC([2H])([2H])[2H])OC